FC=1C(=NC(=C(C1N1CC2=CN=C(C=C2C2(C1=O)CC2)NC2=C(C=C(C=C2)N2CCC(CC2)N2CCOCC2)NC(C=C)=O)F)OC)OC N-(2-((2'-(3,5-difluoro-2,6-dimethoxypyridin-4-yl)-3'-oxo-2',3'-dihydro-1'H-spiro[cyclopropane-1,4'-[2,7]naphthyridin]-6'-yl)-amino)-5-(4-morpholinylpiperidin-1-yl)phenyl)acrylamide